4-[(3-tert-butyl-5-cyclopropyl-phenyl)methyl-[2-[(3,5-dichloro-2,4,6-trifluoro-phenyl)sulfonyl-[[4-(trifluoromethyl)-3-pyridyl]methyl]amino]acetyl]amino]-3-methoxy-benzoic acid C(C)(C)(C)C=1C=C(C=C(C1)C1CC1)CN(C1=C(C=C(C(=O)O)C=C1)OC)C(CN(CC=1C=NC=CC1C(F)(F)F)S(=O)(=O)C1=C(C(=C(C(=C1F)Cl)F)Cl)F)=O